N-(3''-fluoro-4''-(((2-hydroxyethyl)amino)methyl)-5''-methoxy-2,2'-dimethyl-[1,1':3',1''-terphenyl]-3-yl)pyrimidine-4-carboxamide FC=1C=C(C=C(C1CNCCO)OC)C=1C(=C(C=CC1)C1=C(C(=CC=C1)NC(=O)C1=NC=NC=C1)C)C